OCC1=NC2=C(N1CCC[C@H]1NCCC[C@@H]1O)C=CC=C2 (2R,3S)-2-(3-(2-(hydroxymethyl)-1H-benzo[d]imidazol-1-yl)propyl)piperidin-3-ol